ClC=1C=C(C=CC1OCC1COC1)NC=1C2=C(N=CN1)C=CC(=N2)N2[C@@H]1CN[C@H](C2)C1 N-[3-chloro-4-(oxetan-3-ylmethoxy)phenyl]-6-[(1S,4S)-2,5-diazabicyclo[2.2.1]heptan-2-yl]pyrido[3,2-d]pyrimidin-4-amine